N-(7-(4,4-difluoropiperidin-1-yl)furo[2,3-c]pyridin-5-yl)-5-methyl-4-nitro-2-(6-azaspiro[2.5]octan-6-yl)benzamide FC1(CCN(CC1)C=1N=C(C=C2C1OC=C2)NC(C2=C(C=C(C(=C2)C)[N+](=O)[O-])N2CCC1(CC1)CC2)=O)F